3-(5-((1H-imidazole-1-yl)methyl)pyridin-2-yl)-5-isobutylthiophene-2-sulfonamide N1(C=NC=C1)CC=1C=CC(=NC1)C1=C(SC(=C1)CC(C)C)S(=O)(=O)N